BrC1=C2CN(C(C2=CC=C1)=C=O)N1C(CCCC1=O)=O (4-bromo-1-carbonyl-isoindolin-2-yl)piperidine-2,6-dione